2-chloro-N-(1-(2-methoxyethyl)-1H-pyrazol-4-yl)pyrimidin-4-amine ClC1=NC=CC(=N1)NC=1C=NN(C1)CCOC